OC(C)C=1C=C(C(N(C1C)C1=CC(=CC=C1)C(F)(F)F)=O)C(=O)NCC1=CC=C(C=C1)S(=O)(=O)C 5-(1-hydroxyethyl)-6-methyl-N-[4-(methylsulfonyl)benzyl]-2-oxo-1-[3-(trifluoromethyl)phenyl]-1,2-dihydropyridine-3-carboxamide